C(#N)N1C[C@@H]2N(CC[C@@H]2C1)C(=O)NC1=C(C=C(C(=C1)F)C#N)F (3aR,6aR)-5-cyano-N-(4-cyano-2,5-difluorophenyl)hexahydropyrrolo[3,4-b]pyrrole-1(2H)-carboxamide